[NH4+].C(C)(C)(C)C=1C=C(C=C(C1)C(C)(C)C)S(=O)(=O)[O-] 3,5-Di-tert-Butylbenzenesulfonic acid ammonium salt